2-aminoisoindoline-1,3-dione NN1C(C2=CC=CC=C2C1=O)=O